(5-Benzyl-1-propionyl-4,5-dihydro-1H-pyrazol-3-yl)-4-methylthiophene C(C1=CC=CC=C1)C1CC(=NN1C(CC)=O)C=1SC=C(C1)C